C(=O)C=1C=C(/C=C/C2=CC=C(C(=O)NC(C)C)C=C2)C=C(C1O)OC (E)-4-(3-formyl-4-hydroxy-5-methoxystyryl)-N-isopropylbenzamide